Tert-Butyl (4-((3-chloro-1-((2-(trimethylsilyl)ethoxy)methyl)-1H-pyrrolo[2,3-B]pyridin-4-yl)oxy)-2-fluorophenyl)carbamate ClC1=CN(C2=NC=CC(=C21)OC2=CC(=C(C=C2)NC(OC(C)(C)C)=O)F)COCC[Si](C)(C)C